dideuteroamine [2H]N[2H]